N1=NC(=CC=C1)CC(=O)C=1N=CN(C1)C(C1=CC=CC=C1)(C1=CC=CC=C1)C1=CC=CC=C1 2-(pyridazin-3-yl)-1-[1-(triphenylmethyl)imidazol-4-yl]ethanone